C(C1=CC=CC=C1)N1[C@H]([C@@H](C1)OCC1=CC=CC=C1)CO [(2S,3R)-1-Benzyl-3-(benzyloxy)azetidin-2-yl]methanol